(Z)-2-(4-(diethylamino)benzylidene)-6-propoxybenzofuran-3(2H)-one C(C)N(C1=CC=C(\C=C\2/OC3=C(C2=O)C=CC(=C3)OCCC)C=C1)CC